FC1=CC(=C(C(=O)OC)C=C1N1C(COCC1)CO)[N+](=O)[O-] methyl 4-fluoro-5-(3-(hydroxymethyl) morpholino)-2-nitrobenzoate